OC1=CC=C2C3=C(C(OC2=C1)=O)C=C(C=C3O)OC 3,10-dihydroxy-8-methoxy-6H-benzo[c]chromen-6-one